3-(2-(3-aminoprop-1-yn-1-yl)benzofuran-4-yl)piperidine-2,6-dione NCC#CC=1OC2=C(C1)C(=CC=C2)C2C(NC(CC2)=O)=O